FC(C=1C(=C(C=CC1)[C@@H](C)NC1=C2C(=C(N=N1)C)C=NC(=C2)C=2C=CC(=C(CN1CCC(CC1)C1=CC=C(C=C1)N1CNCC=C1)C2)F)F)F (R)-1-(4-(1-(5-(1-((1-(3-(difluoro-methyl)-2-fluorophenyl)ethyl)amino)-4-methylpyrido[3,4-d]pyridazin-7-yl)-2-fluorobenzyl)-piperidin-4-yl)phenyl)dihydropyrimidine